6-Phenylimidazo[2,1-b]-1,3,4-thidiazole-2-sulfonamide C1(=CC=CC=C1)C=1N=C2SC(=NN2C1)S(=O)(=O)N